ClC1=C(C=C(C=C1)NC(=O)NC1=C(C=C(C=C1)C#N)CCN(C)C)S(=O)(=O)C(F)(F)F 1-(4-chloro-3-((trifluoromethyl)sulfonyl)phenyl)-3-(4-cyano-2-(2-(dimethylamino)ethyl)phenyl)urea